4-(hexahydro-pyrrolo[1,2-a]-pyrimidin-1-ylmethyl)-benzoic acid butyl ester C(CCC)OC(C1=CC=C(C=C1)CN1C2N(CCC1)CCC2)=O